6-bromo-3,5-dichloro-7-fluorobenzo[C]isothiazol BrC=1C(=CC=2C(=NSC2Cl)C1F)Cl